2-ethoxy-5-(propan-2-yl)benzene-1-sulfonamide C(C)OC1=C(C=C(C=C1)C(C)C)S(=O)(=O)N